N[C@@H](CCC(=O)N[C@@H](CS)C(=O)NCC(=O)O)C(=O)O γ-L-glutamyl-L-cysteinyl-glycine